BrC1=CC=C(C=C1)[C@@H]1[C@H](C1)C(=O)NCC1=NNC(=N1)C(C(F)(F)F)(C)C (1S,2S)-2-(4-bromophenyl)-N-[[5-(2,2,2-trifluoro-1,1-dimethyl-ethyl)-1H-1,2,4-triazol-3-yl]methyl]cyclopropanecarboxamide